4-bromo-1,5-dimethyl-1H-imidazole BrC=1N=CN(C1C)C